1-(2-hydroxy-3-phenoxypropyl)-2-methylimidazole OC(CN1C(=NC=C1)C)COC1=CC=CC=C1